1,1,2,2,2-pentafluoroethoxybenzene FC(C(F)(F)F)(OC1=CC=CC=C1)F